(R)-tetrahydro-2H-pyran-3-yl-benzamide O1C[C@H](CCC1)C1=C(C(=O)N)C=CC=C1